N-(2-cyanopropan-2-yl)-4-(2,3-dihydro-2-oxo-1H-imidazo[4,5-b]pyridin-7-yl)-1H-pyrazole-1-carboxamide C(#N)C(C)(C)NC(=O)N1N=CC(=C1)C1=C2C(=NC=C1)NC(N2)=O